4-{2-[(5-fluoropyridin-2-yl)amino]-2-oxoethyl}-N-(1,2-oxazol-3-yl)-5,8-dioxo-6-(propan-2-yl)-5,6,7,8-tetrahydro-4H-pyrazolo[1,5-a]pyrrolo[3,4-d]pyrimidine-2-carboxamide FC=1C=CC(=NC1)NC(CN1C=2N(C(C3=C1C(N(C3)C(C)C)=O)=O)N=C(C2)C(=O)NC2=NOC=C2)=O